ClC1=CC(=C(C=C1Cl)C1=CCN(CC1)C(=O)OC(C)(C)C)OCOCC[Si](C)(C)C tert-butyl 4-(4,5-dichloro-2-((2-(trimethylsilyl)ethoxy)methoxy)phenyl)-5,6-dihydropyridine-1(2H)-carboxylate